2-(2-(cyclopropanesulfonylamino)pyrimidin-4-yl)-N-(5-(6-ethoxypyrazin-2-yl)pyridin-2-yl)butyramide C1(CC1)S(=O)(=O)NC1=NC=CC(=N1)C(C(=O)NC1=NC=C(C=C1)C1=NC(=CN=C1)OCC)CC